OC1=C(C=CC=C1)C1=CC=2N3CCN(C[C@@H]3CNC2N=N1)CC1CCN(CC1)C(C)C1CCNCC1 4-[1-[4-[[(10S)-4-(2-hydroxyphenyl)-1,5,6,8,12-pentazatricyclo[8.4.0.02,7]tetradeca-2(7),3,5-trien-12-yl]methyl]piperidin-1-yl]ethyl]piperidin